[[4-Amino-5-[4-(difluoromethoxy)benzoyl]thiazol-2-yl]-[6-(trifluoromethoxy)-3-pyridyl]amino]propanamid NC=1N=C(SC1C(C1=CC=C(C=C1)OC(F)F)=O)N(C=1C=NC(=CC1)OC(F)(F)F)C(C(=O)N)C